1-(5-bromo-2-(tetrahydrofuran-3-yl)phenyl)-N,N-dimethylmethanamine BrC=1C=CC(=C(C1)CN(C)C)C1COCC1